bis-(2-chloroethyl) sulfide ClCCSCCCl